1-(4-chloro-3-fluorophenyl)-3-(oxetan-3-yl)-4-(4-(trifluoromethyl)benzyl)-piperazine-2,5-dione ClC1=C(C=C(C=C1)N1C(C(N(C(C1)=O)CC1=CC=C(C=C1)C(F)(F)F)C1COC1)=O)F